C1(CC1)C=1C(=NSC1C(=O)NC=1C=NC=C(C1)C)C1=CC=CC=C1 4-CYCLOPROPYL-N-(5-METHYLPYRIDIN-3-YL)-3-PHENYLISOTHIAZOLE-5-CARBOXAMIDE